6-(4-Chlorophenyl)-5-(naphthalen-2-yl)-2-oxaspiro[3.3]heptane ClC1=CC=C(C=C1)C1C(C2(COC2)C1)C1=CC2=CC=CC=C2C=C1